N,N-Diethylaminomethyltri-ethoxysilan C(C)N(CC)C[Si](OCC)(OCC)OCC